2-(6-(azidomethyl)pyridin-2-yl)-2-methylpropan-1-ol N(=[N+]=[N-])CC1=CC=CC(=N1)C(CO)(C)C